ClC=1C=C(C=CC1F)NC(N([C@H](C)C1=CNC(C2=CC=CC=C12)=O)CC(C)C)=O (R)-3-(3-chloro-4-fluorophenyl)-1-isobutyl-1-(1-(1-oxo-1,2-dihydroisoquinolin-4-yl)ethyl)urea